ClC1=CC=2C3=C(C=NC2C(=C1C1=C(C=CC=C1O)F)F)N=NN3C3CN(C3)C(=O)[O-] 3-(8-chloro-6-fluoro-7-(2-Fluoro-6-hydroxyphenyl)-1H-[1,2,3]triazolo[4,5-c]quinolin-1-yl)azetidine-1-carboxylate